C(C)(C)(C)OC(=O)NCCC1=CC=C(C(=O)NC=2C=C(C(=NC2)N2CCN(CC2)C(=O)OC(C)(C)C)Cl)C=C1 tert-butyl 4-[5-[[4-[2-(tert-butoxycarbonylamino)ethyl]benzoyl]amino]-3-chloro-2-pyridyl]piperazine-1-carboxylate